1-((3S,4R)-4-(3,4-difluorophenyl)-1-(2-methoxyethyl)pyrrolidin-3-yl)-3-(3-(2-methoxyethyl)-4-methyl-1-phenyl-1H-pyrazol-5-yl)urea FC=1C=C(C=CC1F)[C@H]1[C@@H](CN(C1)CCOC)NC(=O)NC1=C(C(=NN1C1=CC=CC=C1)CCOC)C